C(C)(C)(C)OC(=O)N1C(CC(CC1)(O[Si](C)(C)C)C(F)(F)F)C(=O)O 1-tert-Butoxycarbonyl-4-(trifluoromethyl)-4-(trimethylsilyloxy)piperidine-2-carboxylic acid